1,3,2-dioxaphosphorinane-2-methylamine O1P(OCCC1)CN